ClC1=C(C=C(C(=C1)Cl)F)S(=O)(=O)N1C[C@@H]([C@@](C1)(CO)O)S(=O)(=O)C1=CC(=C(C#N)C=C1)F 4-(((3s,4r)-1-((2,4-dichloro-5-fluorophenyl)sulfonyl)-4-hydroxy-4-(hydroxymethyl)pyrrolidin-3-yl)sulfonyl)-2-fluorobenzonitrile